tert-butyl (2-(4-decylbenzamido)ethyl)carbamate C(CCCCCCCCC)C1=CC=C(C(=O)NCCNC(OC(C)(C)C)=O)C=C1